3-cyclopropyl-1-((4,4-difluorocyclohexyl)methyl)-4-(trifluoromethyl)-1H-pyrazole C1(CC1)C1=NN(C=C1C(F)(F)F)CC1CCC(CC1)(F)F